NC=1N=C(SC1C(C1=CC=CC=C1)=O)N([C@@H](C(=O)N)C)C1=CC=NC=C1 |r| rac-2-[(4-amino-5-benzoyl-thiazol-2-yl)-(4-pyridinyl)amino]propanamide